N-((8-(4-(tert-Butyl)phenyl)imidazo[1,2-a]pyrazin-6-yl)methyl)ethenesulfonamide C(C)(C)(C)C1=CC=C(C=C1)C=1C=2N(C=C(N1)CNS(=O)(=O)C=C)C=CN2